OP(=O)([O-])[O-] The molecule is a phosphate ion that is the conjugate base of dihydrogenphosphate. It has a role as a Saccharomyces cerevisiae metabolite and a cofactor. It is a divalent inorganic anion and a phosphate ion. It is a conjugate base of a dihydrogenphosphate. It is a conjugate acid of a phosphate(3-).